3-methoxy-1,3-dimethyl-2-oxoindoline-6-carboxylic acid methyl ester COC(=O)C1=CC=C2C(C(N(C2=C1)C)=O)(C)OC